tert-butyl 5-(4-(2-aminothiazol-4-yl)-2-fluorophenyl)-2,5-diazabicyclo[2.2.1]heptane-2-carboxylate NC=1SC=C(N1)C1=CC(=C(C=C1)N1C2CN(C(C1)C2)C(=O)OC(C)(C)C)F